FC(C(=O)O)(F)F.NC=1C(=CC(=C(C1)NC(C=C)=O)N(CCN1CCCCC1)C)OC N-(5-amino-4-methoxy-2-(methyl(2-(piperidin-1-yl)ethyl)amino)phenyl)acrylamide trifluoroacetic acid salt